6-methyl-5-(1-(thien-2-ylmethoxy)ethyl)indolizine-7-carboxylic acid ethyl ester C(C)OC(=O)C=1C(=C(N2C=CC=C2C1)C(C)OCC=1SC=CC1)C